P(O)(=O)(OP(=O)(O)OP(=O)(O)O)OC[C@@H]1[C@H](C[C@@](O1)(N1C(=O)NC(=O)C=C1)C)O methyl-2'-deoxyuridine 5'-triphosphate